(((((1-phenylethane-1,1-diyl)bis(4,1-phenylene))bis(oxy))bis(carbonyl))bis(azanediyl))bis(ethane-2,1-diyl) bis(2-methylacrylate) CC(C(=O)OCCNC(=O)OC1=CC=C(C=C1)C(C)(C1=CC=CC=C1)C1=CC=C(C=C1)OC(=O)NCCOC(C(=C)C)=O)=C